1-chloro-2-fluoro-4-methyl-5-nitro-benzene ClC1=C(C=C(C(=C1)[N+](=O)[O-])C)F